1-{[(1R,5R,6R)-3-(cyanoacetyl)-3-azabicyclo[3.2.1]oct-6-yl]oxy}-7-(propan-2-yloxy)isoquinoline-6-carboxamide C(#N)CC(=O)N1C[C@H]2C[C@H]([C@@H](C1)C2)OC2=NC=CC1=CC(=C(C=C21)OC(C)C)C(=O)N